(1S,2S)-2-fluoro-N-[3-(5-fluoro-2,4-dimethoxypyridin-3-yl)-1-[[2-(trimethylsilyl)ethoxy]methyl]pyrrolo[2,3-b]pyridin-6-yl]cyclopropane-1-carboxamide F[C@@H]1[C@@H](C1)C(=O)NC1=CC=C2C(=N1)N(C=C2C=2C(=NC=C(C2OC)F)OC)COCC[Si](C)(C)C